[N+](=O)([O-])C1=CC=C(C=C1)OC(C1=CC=C(C=C1)[N+](=O)[O-])=O 4-Nitrophenyl-4-nitrobenzoate